CCCCCCCC\C=C/C\C=C/C (Z,Z)-9,12-Tetradecadien